C[C@@]12OO[C@]34[C@@H](CC1)[C@@H](CC[C@H]3[C@H]([C@H](O[C@@H]4O2)C(=O)N)C)C (3R,5aS,6R,8aS,9R,10S,12R,12aR)-3,6,9-trimethyldecahydro-12H-3,12-epoxypyrano[4,3-j][1,2]benzodioxepine-10-carboxamide